4-(((1S,2S)-2-(dimethylamino)cyclohexyl)amino)-2,6-difluorobenzene-sulfonamide CN([C@@H]1[C@H](CCCC1)NC1=CC(=C(C(=C1)F)S(=O)(=O)N)F)C